NC1=NC=NN2C1=C(C=C2C(C)C)C(=O)NC=2C=C1COCC1=CC2 4-amino-N-(1,3-dihydroisobenzofuran-5-yl)-7-isopropylpyrrolo[2,1-f][1,2,4]triazine-5-carboxamide